BrC1=C(C(=CC(=C1)CCCCCCC(C)C)Br)OCC(CBr)Br 1,3-dibromo-2-(2,3-dibromopropoxy)-5-isononylbenzene